N1-(4-(4-(((4,6-dimethyl-2-oxo-1,2-dihydropyridin-3-yl)methyl)carbamoyl)-1-isopropyl-1H-indazol-6-yl)phenyl)-N8-hydroxyoctanediamide CC1=C(C(NC(=C1)C)=O)CNC(=O)C1=C2C=NN(C2=CC(=C1)C1=CC=C(C=C1)NC(CCCCCCC(=O)NO)=O)C(C)C